NC1=CC=C(OC2CC3C(C[C@H]4[C@@H]5CC[C@H]([C@@H](CCCC(=C)C)C)[C@]5(CC[C@@H]4[C@]3(CC2)C)C)OC2=CC=C(C=C2)N)C=C1 3,6-bis(4-aminophenoxy)cholesten